CCCCCCCCCCCC(=O)OCC(CCCCCC)CCCCCCCC HEXYLDECYL LAURATE